2-[7-(4-fluoro-2-isopropoxy-phenyl)-4-hydroxy-thieno[3,2-c]pyridin-6-yl]-6,7-dihydro-4H-pyrazolo[1,5-a]pyrazine-5-carboxylic acid tert-butyl ester C(C)(C)(C)OC(=O)N1CC=2N(CC1)N=C(C2)C2=C(C1=C(C(=N2)O)C=CS1)C1=C(C=C(C=C1)F)OC(C)C